CC1=C(OCC(=O)OCC)C=CC(=C1)CN1N=CN(C1=O)C1=CC=C(C=C1)C(F)(F)F Ethyl 2-(2-methyl-4-((5-oxo-4-(4-(trifluoromethyl) phenyl)-4,5-dihydro-1H-1,2,4-triazol-1-yl)methyl)phenoxy)acetate